N1C(C=CC=C1)=O.[O] oxygen pyridone